[1,2,3]triazolo[4,5-c]azepin-4(1H)-one N1N=NC=2C(N=CC=CC21)=O